C[C@@H]([C@H](CCCCCCCCCC)O)O (2S,3S)-tridecane-2,3-diol